C1(CC1)CS(=O)(=O)N[C@@H]1CC[C@H](OC1)CN1CCC2(CN(C2)C2=NC=NC=C2OC2=C(C(=O)N(C(C)C)CC)C=C(C=C2)F)CC1 2-((4-(7-(((2S,5R)-5-((Cyclopropylmethyl)sulfonamido)tetrahydro-2H-pyran-2-yl)methyl)-2,7-diazaspiro[3.5]nonan-2-yl)pyrimidin-5-yl)oxy)-N-ethyl-5-fluoro-N-isopropylbenzamide